(S)-(1-(3-fluoro-4-nitrophenyl) ethyl) tert-butyl carbonate C(O[C@@H](C)C1=CC(=C(C=C1)[N+](=O)[O-])F)(OC(C)(C)C)=O